N,N-diethyl-2-aminoethyltrimethoxysilane C(C)N(CC[Si](OC)(OC)OC)CC